ethyl 1-methyl-5-ethylthio-1,2,4-triazole-3-carboxylate CN1N=C(N=C1SCC)C(=O)OCC